6-propyl-2H-benzo[b][1,4]oxazin-3(4H)-one C(CC)C1=CC2=C(OCC(N2)=O)C=C1